The molecule is a dipeptide obtained by formal condensation of the alpha-carboxy group of L-aspartic acid with the amino group of methyl L-phenylalaninate. Commonly used as an artificial sweetener. It has a role as a sweetening agent, a nutraceutical, a micronutrient, a xenobiotic, an environmental contaminant, an apoptosis inhibitor and an EC 3.1.3.1 (alkaline phosphatase) inhibitor. It is a dipeptide, a carboxylic acid and a methyl ester. It derives from a L-aspartic acid and a methyl L-phenylalaninate. COC(=O)[C@H](CC1=CC=CC=C1)NC(=O)[C@H](CC(=O)O)N